30-palmitoleoyloxy-triacontanoic acid C(CCCCCCC\C=C/CCCCCC)(=O)OCCCCCCCCCCCCCCCCCCCCCCCCCCCCCC(=O)O